3-benzyl-5,7-dimethyl-3,5-dihydro-4H-pyridazino[4,5-b]indol-4-one C(C1=CC=CC=C1)N1N=CC2=C(N(C=3C=C(C=CC23)C)C)C1=O